(R)-8-cyclopentyl-7-ethyl-2-{[6-methoxy-1-(morpholinesulfonyl)indol-5-yl]amino}-5-methyl-7,8-dihydropterin C1(CCCC1)N1C(CN(C=2C(N[C@](NC12)(N)NC=1C=C2C=CN(C2=CC1OC)S(=O)(=O)N1CCOCC1)=O)C)CC